4-(3-ethylphenyl)-1,3-dioxolan-2-one C(C)C=1C=C(C=CC1)C1OC(OC1)=O